C(C)C1(C(=C(C(N(C1)C)=O)C(NC1=CC=C(C=C1)F)=S)O)C=1C=NC(=CC1)C(F)(F)F 5-ethyl-N-(4-fluorophenyl)-4-hydroxy-1-methyl-2-oxo-5-(6-(trifluoromethyl)pyridin-3-yl)-1,2,5,6-tetrahydropyridine-3-carbothioamide